CC1=CN=C2N1C=C(C=N2)C=2C=CN1N=C(N=CC12)N[C@@H]1C[C@@H](C1)N1CCOCC1 5-(3-methylimidazo[1,2-a]pyrimidin-6-yl)-N-(cis-3-morpholinocyclobutyl)pyrrolo[2,1-f][1,2,4]triazin-2-amine